CC1=NOC(=C1C1=CC=C2C(=N1)NC=C2C2=NC(=NC=C2C(F)(F)F)N[C@@H]2C(CCC2)N2CCCC2)C 4-[6-(3,5-dimethylisoxazol-4-yl)-1H-pyrrolo[2,3-b]pyridin-3-yl]-N-[(1S)-2-pyrrolidin-1-ylcyclopentyl]-5-(trifluoromethyl)pyrimidin-2-amine